(3S)-ethyl 3-((6-(3,5-dimethylisoxazol-4-yl)-2-(3-(2-hydroxy-3-(methylamino)propoxy)phenyl)-5-methylpyrimidin-4-ylamino)methyl)morpholine-4-carboxylate CC1=NOC(=C1C1=C(C(=NC(=N1)C1=CC(=CC=C1)OCC(CNC)O)NC[C@@H]1N(CCOC1)C(=O)OCC)C)C